FC1=CC=C(C=C1)C1=NN(C=C1C=1C=2N(N=CC1)C=C(N2)C(=O)O)C([2H])([2H])[2H] 8-(3-(4-fluorophenyl)-1-(methyl-d3)-1H-pyrazol-4-yl)imidazo[1,2-b]pyridazine-2-carboxylic acid